20,23-Dihydroxyoctacosanoic acid OC(CCCCCCCCCCCCCCCCCCC(=O)O)CCC(CCCCC)O